methyl (2S)-6-amino-2-[[4-[1-[(1R)-2-cyano-1-cyclopentyl-ethyl]pyrazol-4-yl]pyrrolo[2,3-d]pyrimidine-7-carbonyl]amino]hexanoate NCCCC[C@@H](C(=O)OC)NC(=O)N1C=CC2=C1N=CN=C2C=2C=NN(C2)[C@H](CC#N)C2CCCC2